[Ru+2].ClC=1C(=C(C=CC1C)C(C)C)Cl dichloro(p-methyl-cumene) ruthenium (II)